Methyl 6-(2,6-difluorophenyl)-4-((3-fluoro-4-(tetrahydro-2H-pyran-4-yl)phenyl)amino)pyridazine-3-carboxylate FC1=C(C(=CC=C1)F)C1=CC(=C(N=N1)C(=O)OC)NC1=CC(=C(C=C1)C1CCOCC1)F